2-((fluoromethyl) thio) pyridineEDETATE DISODIUM [Na+].[Na+].N1=C(C=CC=C1)C(N(CCN(CC(=O)[O-])CC(=O)[O-])CC(=O)OSCF)C(=O)O